FC(C=1C=C(OCC(=O)NC(NCC2=CC=C(C=C2)OC)=O)C=C(C1)C(F)(F)F)(F)F 2-(3,5-bis(trifluoromethyl)phenoxy)-N-((4-methoxybenzyl)carbamoyl)acetamide